S(=O)(=O)(C1=CC=C(C)C=C1)C(CC1=CC=C(C=C1)C#N)[N+]#[C-] TOSYL-(4-CYANOBENZYL)-METHYLISOCYANIDE